BrC1=CC(=C2C(=N1)C=NN2C(C)C)NC 5-bromo-1-isopropyl-N-methyl-1H-pyrazolo[4,3-b]pyridin-7-amine